BrC1=CC=C2C3=C(NC2=C1)C(NC(C3)C(=O)O)C3=CC=C(C=C3)N(S(=O)(=O)C3=CC=CC=C3)C 7-bromo-1-(4-(N-methylphenylsulfonamido)phenyl)-2,3,4,9-tetrahydro-1H-pyrido[3,4-b]indole-3-carboxylic acid